C(C)(C)N1CCN(CC1)C=1SC(C(N1)=O)=CC=1N(C(=CN1)[N+](=O)[O-])C 2-(4-isopropyl-1-piperazinyl)-5-[(1-methyl-5-nitro-1H-imidazol-2-yl)methylene]thiazol-4(5H)-one